N-[(2S)-2-[[2-chloro-5-(3,3-diethoxyprop-1-ynyl)pyrimidin-4-yl]amino]-2-phenyl-ethyl]carbamic acid tert-butyl ester C(C)(C)(C)OC(NC[C@H](C1=CC=CC=C1)NC1=NC(=NC=C1C#CC(OCC)OCC)Cl)=O